C(C(=C)C)(=O)OC1=C(C=CC=C1)C1(C2=CC=CC=C2C=2C=CC=CC12)C1=C(C=CC=C1)OC(C(=C)C)=O 9,9-bis(methacryloxyphenyl)-fluorene